NC1=CC(=C(C=N1)C1CCN(CC1)C(=O)C1=NC=C(C(=C1)OC)OCC1(CC1)CF)OC (6-Amino-4-methoxy-3',4',5',6'-tetrahydro-2'H-[3,4']bipyridinyl-1'-yl)-[5-(1-fluoromethyl-cyclopropylmethoxy)-4-methoxy-pyridin-2-yl]-methanone